indoline-4-carboxamide hydrochloride Cl.N1CCC=2C(=CC=CC12)C(=O)N